FC(C=1C=C(CC2=CC(=NC=C2)N2N=C(C(=C2)C(=O)NC)C)C=C(C1)F)F 1-(4-(3-(difluoromethyl)-5-fluorobenzyl)pyridin-2-yl)-N,3-dimethyl-1H-pyrazole-4-carboxamide